C=C(C)C1=NC=C(C2=C1CCC2)C#N (prop-1-en-2-yl)-6,7-dihydro-5H-cyclopenta[c]pyridine-4-carbonitrile